C(C1=CC=CC=C1)OC(=O)N1CC(N(CC1)C=1C2=C(N=C(N1)Cl)CN(CC2)C(=O)OC(C)(C)C)CC(=O)OC tert-butyl 4-(4-((benzyloxy) carbonyl)-2-(2-methoxy-2-oxoethyl) piperazin-1-yl)-2-chloro-5,8-dihydropyrido[3,4-d]pyrimidine-7(6H)-carboxylate